C(C)(C)(C)C=1C(=C(C=CC1)C=1C(=C(C=CC1)P([O-])C1=CC=CC=C1)C1=C(C(=CC=C1)C(C)(C)C)C(C)(C)C)C(C)(C)C bis(di-t-butylphenyl)-phenyl-phenylphosphinite